(4aR,8aS)-6-[6-[3-mesyl-4-(trifluoromethyl)benzyl]-2-azaspiro[3.3]heptane-2-carbonyl]-4,4a,5,7,8,8a-hexahydropyrido[4,3-b][1,4]oxazin-3-one S(=O)(=O)(C)C=1C=C(CC2CC3(CN(C3)C(=O)N3C[C@@H]4[C@@H](OCC(N4)=O)CC3)C2)C=CC1C(F)(F)F